[Na].SC(C(=O)O)C mercaptopropionic acid sodium